1-(5-bromopyrimidin-2-yl)pyridin-2(1H)-one BrC=1C=NC(=NC1)N1C(C=CC=C1)=O